ClC1=C(C=CC(=C1)OC1=CC=C(C=C1)Cl)C1(OCC(O1)C)CN1N=CN=C1 1-{2-[2-chloro-4-(4-chlorophenoxy)-phenyl]-4-methyl-[1,3]dioxolan-2-ylmethyl}-1H-[1,2,4]triazole